1-(1H-1,2,4-triazol-1-yl)propan-2-ol N1(N=CN=C1)CC(C)O